7-fluoro-2,3,4,5-tetrahydro-1,4-benzoxazepine-9-Carbonitrile hydrochloride Cl.FC=1C=C(C2=C(CNCCO2)C1)C#N